2,5-dioxopyrrolidin-1-yl 3-(2-(2-(2-azidoethoxy)ethoxy)ethoxy)propanoate N(=[N+]=[N-])CCOCCOCCOCCC(=O)ON1C(CCC1=O)=O